C(#N)\C(\C(=O)NC(OCC)=O)=N/NC1=CC(=C(C(=C1)Cl)OC=1C=C2C(=NN(C2=CC1)COCC[Si](C)(C)C)OC)Cl (E)-ethyl (2-cyano-2-(2-(3,5-dichloro-4-((3-methoxy-1-((2-(trimethylsilyl)ethoxy)methyl)-1H-indazol-5-yl)oxy)phenyl)hydrazono)acetyl)carbamate